4-(4-(4-(6-((6-acetyl-8-cyclopentyl-5-methyl-7-oxo-7,8-dihydropyrido[2,3-d]pyrimidin-2-yl)amino)pyridin-3-yl)piperazine-1-carbonyl)piperidin-1-yl)-N-(2,6-dioxopiperidin-3-yl)benzamide C(C)(=O)C1=C(C2=C(N=C(N=C2)NC2=CC=C(C=N2)N2CCN(CC2)C(=O)C2CCN(CC2)C2=CC=C(C(=O)NC3C(NC(CC3)=O)=O)C=C2)N(C1=O)C1CCCC1)C